NC1=NN(C2=CC(=CC(=C12)F)Br)C(=O)OC(C)(C)C tert-butyl 3-amino-6-bromo-4-fluoroindazole-1-carboxylate